COC(=O)C=1C=C(C=CC1Cl)C1=CC(=CC=C1)COC=1C=C2CN(C(C2=CC1)=O)CC1=CC=CC=C1 3'-(2-benzyl-1-oxo-2,3-dihydro-1H-isoindol-5-yloxymethyl)-4-chloro-biphenyl-3-carboxylic acid methyl ester